N1(CCCC1)CCNC(OC(CCCO)CCCC)=O 1-hydroxyoctan-4-yl (2-(pyrrolidin-1-yl)ethyl)carbamate